5-[4-[(3S)-1-(3-fluoropropyl)pyrrolidin-3-yl]oxyphenyl]-6-[6-(trifluoro-methyl)-3-pyridyl]-8,9-dihydro-7H-benzo[7]annulen-2-ol FCCCN1C[C@H](CC1)OC1=CC=C(C=C1)C1=C(CCCC2=C1C=CC(=C2)O)C=2C=NC(=CC2)C(F)(F)F